bisphenylmethyleneurea C1(=CC=CC=C1)C=NC(N=CC1=CC=CC=C1)=O